methyl 2-(6-chloro-2-(difluoromethyl)pyrimidin-4-yl)acetate ClC1=CC(=NC(=N1)C(F)F)CC(=O)OC